C(C=C)OC1=C(C(=O)OCC=C)C=CC(=C1OC)NC(C1=C(C(=C(C=C1)NC(C1=CC=C(C=C1)NC([C@H](CC#N)N)=O)=O)OC)OCC=C)=O (S)-allyl 2-(allyloxy)-4-(2-(allyloxy)-4-(4-(2-amino-3-cyanopropanamido)benzamido)-3-methoxybenzamido)-3-methoxybenzoate